CS(=O)(=O)N1CCN(CC1)C1=CC=C2N=C3C(C4=C(C(C3=NC2=C1)=O)N=CC=C4)=O 9-(4-(Methylsulfonyl)piperazin-1-yl)pyrido[2,3-b]phenazin-5,12-dion